C1(=CC=CC=C1)P(C1=CC=CC=2C(C3=CC=CC(=C3OC12)P(C1=CC=CC=C1)C1=CC=CC=C1)(C)C)C1=CC=CC=C1 4,5-bis(diphenylphosphino)-9,9-dimethyl-xanthen